ClC=1N(C(=C(C1C(=O)O)C)C1=C(C=CC=C1)C(F)(F)F)CCO (S)-2-chloro-1-(2-hydroxyethyl)-4-methyl-5-(2-(trifluoromethyl)phenyl)-1H-pyrrole-3-carboxylic acid